ClC1=C2CCOC(C2=CC=C1C#N)=O 5-chloro-1-oxoisochroman-6-carbonitrile